CC(CC(=O)[O-])CC(C)(C)C.[Zn+2].CC(CC(=O)[O-])CC(C)(C)C zinc(II) 3,5,5-trimethylhexanoate